2-(5-fluoro-2-(trifluoromethyl)phenyl)acetamide FC=1C=CC(=C(C1)CC(=O)N)C(F)(F)F